(S)-benzyl acetate C(C)(=O)OCC1=CC=CC=C1